NC1(C2=C(N=CN1)NC=C2C2=CC=C(C=C2)OC2=CC=CC=C2)N 4-amino-5-(4-phenoxyphenyl)-7H-pyrrolo[2,3-d]pyrimidin-4-amine